CN[SiH3] Methyl-silyl-amine